C1(=CC=CC=C1)N1NN(CC(=C1)C(Cl)(Cl)Cl)C(Cl)(Cl)Cl 1-phenyl-3,5-bistrichloromethyl-triazine